5-(4-chloro-3-fluorobenzyl)-8-isopropyl-2,5,8-triazaspiro[3.5]nonane-6,9-dione ClC1=C(C=C(CN2C3(CNC3)C(N(CC2=O)C(C)C)=O)C=C1)F